2-amino-N-((6-carbamoyl-3-pyridinyl)methyl)-3-methyl-N-((5-(trifluoromethyl)-2-pyridinyl)methyl)-6-quinolinecarboxamide NC1=NC2=CC=C(C=C2C=C1C)C(=O)N(CC1=NC=C(C=C1)C(F)(F)F)CC=1C=NC(=CC1)C(N)=O